C(C)(C)(C)OC(=O)N[C@H]1CS(C2=C(N(C1=O)CC1=CC=C(C=C1)Cl)C=C(C(=C2)F)C=2N=NN(N2)C2CN(CC2)C(=O)OCC2=CC=CC=C2)(=O)=O benzyl 3-[5-[(3R)-3-(tert-butoxycarbonylamino)-5-[(4-chlorophenyl)methyl]-8-fluoro-1,1,4-trioxo-2,3-dihydro-1λ6,5-benzothiazepin-7-yl]tetrazol-2-yl]pyrrolidine-1-carboxylate